(2S,3S)-2-(fluoromethyl)-3-((R)-5-isopropyl-3-(isoquinolin-1-yl)-4,5-dihydroisoxazole-5-carboxamido)-5-oxotetrahydrofuran-2-yl propionate C(CC)(=O)O[C@@]1(OC(C[C@@H]1NC(=O)[C@@]1(CC(=NO1)C1=NC=CC2=CC=CC=C12)C(C)C)=O)CF